CN(C(C)(C)[C@@]1(CN(CCC1)C=1C=CC(=NC1)NC=1C=CC(=C2CNC(C12)=O)C1=CN=C2N1C=CC(=C2)F)O)C (R)-7-((5-(3-(2-(dimethyl-amino)propan-2-yl)-3-hydroxy-piperidin-1-yl)pyridin-2-yl)amino)-4-(7-fluoro-imidazo[1,2-a]pyridin-3-yl)isoindolin-1-one